ClC1=C(C(=NN1CC1=CC=C(C=C1)F)C(=O)OCC)\C=C\OC Ethyl (E)-5-chloro-1-(4-fluorobenzyl)-4-(2-methoxyvinyl)-1H-pyrazole-3-carboxylate